C(C)C(C(C(=O)[O-])(CC)CC)P(=O)(O)O triethyl-3-phosphonopropionate